2-amino-N-(2,6-dimethylphenyl)acetamide NCC(=O)NC1=C(C=CC=C1C)C